C1=CC2=CC=CC3=CC=CC1=C23 ACENAPhTHYLENE